(3S)-3-((S)-sec-butyl)-4-(3-(dimethylamino)pyrrolidine-1-carbonyl)-1,3,4,5-tetrahydro-2H-benzo[e][1,4]diazepin-2-one [C@H](C)(CC)[C@@H]1N(CC2=C(NC1=O)C=CC=C2)C(=O)N2CC(CC2)N(C)C